COC(C#C[Cu])=O (3-methoxy-3-oxo-prop-1-ynyl)copper